(1R)-2-[4-(5-cyclopropyl-2-{6-cyclopropyl-2-[3-(morpholin-4-yl)propyl]-2H-pyrazolo[3,4-b]pyridin-5-yl}-1-methyl-1H-imidazol-4-yl)-2H-indazol-2-yl]-1-phenylethan-1-ol C1(CC1)C1=C(N=C(N1C)C1=CC=2C(N=C1C1CC1)=NN(C2)CCCN2CCOCC2)C=2C1=CN(N=C1C=CC2)C[C@H](O)C2=CC=CC=C2